C(#N)C=1C(=NC=C(C1)C1=NN(C2=CC=C(C=C12)O[C@H](C)C1=C(C=NC=C1Cl)Cl)C1OCCCC1)C(=O)OC(C)C Isopropyl 3-cyano-5-(5-((R)-1-(3,5-dichloropyridin-4-yl)ethoxy)-1-(tetrahydro-2H-pyran-2-yl)-1H-indazol-3-yl)picolinate